CC(C(C(C(=O)[O-])O)(O)C(=O)[O-])(C(=O)[O-])C.[Ca+2].CC(C(C(C(=O)[O-])O)(O)C(=O)[O-])(C(=O)[O-])C.[Ca+2].[Ca+2] (+)-calcium dimethylhydroxycitrate